5-norbornyloxymethyloxycarbonyl-bicyclo[2.2.1]hept-2-ene C12(CCC(CC1)C2)OCOC(=O)C2C1C=CC(C2)C1